8-(3,5-dichlorophenyl)-4-(dimethylamino)-1,5-naphthyridine-3-carboxylic acid ClC=1C=C(C=C(C1)Cl)C=1C=CN=C2C(=C(C=NC12)C(=O)O)N(C)C